4-(phenylmethylsulfanyl)-2-fluorophenol C1(=CC=CC=C1)CSC1=CC(=C(C=C1)O)F